ethyl 2-(toluene-4-sulfonylmethyl)acrylate CC1=CC=C(C=C1)S(=O)(=O)CC(C(=O)OCC)=C